N-(1-cyclopropylethyl)pyrrolidin-3-amine C1(CC1)C(C)NC1CNCC1